C(N)(=N)C1=C(C=C(CNC(=O)C=2C=NN(C2)CC2=CC=C(C=C2)CCOC)C=C1)F N-(4-carbamimidoyl-3-fluorobenzyl)-1-(4-(2-methoxyethyl)benzyl)-1H-pyrazole-4-carboxamide